BrOC=1C(CO)=CC=CC1 bromosalicylalcohol